2-methyl-1-(4-methylthiophenyl)-2-morpholino-propane-1-one CC(C(=O)C1=CC=C(C=C1)SC)(C)N1CCOCC1